1,1,2,2,4,5,5,5-octafluoro-trifluoromethoxy-4-trifluoromethylpentan-3-one FC(C(C(C(C(F)(F)F)(C(F)(F)F)F)=O)(F)F)(F)OC(F)(F)F